NC1=CC(=C(OC2=C(C(=NC=N2)N)CN2CCN(CC2)C)C=C1)F 6-(4-amino-2-fluorophenoxy)-5-((4-methylpiperazin-1-yl)methyl)pyrimidin-4-amine